5-(3,4-dichlorophenyl)oxazole ClC=1C=C(C=CC1Cl)C1=CN=CO1